6,7-bis(1-naphthyl)anthracene C1(=CC=CC2=CC=CC=C12)C=1C=C2C=C3C=CC=CC3=CC2=CC1C1=CC=CC2=CC=CC=C12